2-(4-(ethanesulfonyl)phenyl)acetic acid C(C)S(=O)(=O)C1=CC=C(C=C1)CC(=O)O